ClC1=C(C(=CC=C1)Cl)N1CC(C1)C1=CC(=C(CN2CC(C2)C(=O)O)C(=C1)C)C (4-(1-(2,6-dichlorophenyl)azetidin-3-yl)-2,6-dimethylbenzyl)azetidine-3-carboxylic acid